ClC=1C=C(C=CC1Cl)OC(F)(F)F 3,4-dichlorotrifluoromethoxybenzene